BrC=1C(=C2N(C=CN=C2N)C1C)C1=NC=CC=N1 7-bromo-6-methyl-8-(pyrimidin-2-yl)pyrrolo[1,2-a]pyrazin-1-amine